C(#N)C=1C(=NC(=C(C1CC)C#N)S)N1CC2(CN(C2)C(=O)OC(C)(C)C)CC1 tert-Butyl 6-(3,5-dicyano-4-ethyl-6-mercaptopyridin-2-yl)-2,6-diazaspiro[3.4]octane-2-carboxylate